FC=1C=C(CSC=2N(C(C3=C(N2)N(N=C3)C)=O)C3=C(C=CC=C3)OC)C=CC1 6-((3-fluorobenzyl)thio)-5-(2-methoxyphenyl)-1-methyl-1H-pyrazolo[3,4-d]pyrimidin-4(5H)-one